1-(1-benzyl-7-methyl-3,4-dihydro-1H-spiro[1,8-naphthyridine-2,3-pyrrolidin]-1'-yl)-2-(4-fluorophenyl)ethan-1-one C(C1=CC=CC=C1)N1C2=NC(=CC=C2CCC12CN(CC2)C(CC2=CC=C(C=C2)F)=O)C